C(CCCCCCCC)(=O)OCC(CCCCCCCCCC)CCCCCCCC 2-octyldodecyl pelargonate